CC1=C(C(=CC(=C1C)OC(C)C)C)O 2,3,6-trimethyl-4-isopropoxyphenol